N-[(3R)-1-(4-bromophenyl)pyrrolidin-3-yl]-N-methyl-carbamic acid tert-butyl ester C(C)(C)(C)OC(N(C)[C@H]1CN(CC1)C1=CC=C(C=C1)Br)=O